5-{(1E,3E)-4-[3-(Hexyloxy)-1-phenyl-1H-pyrazol-4-yl]buta-1,3-dien-1-yl}-3,3-dimethyl-2-phenyl-3H-indole C(CCCCC)OC1=NN(C=C1/C=C/C=C/C=1C=C2C(C(=NC2=CC1)C1=CC=CC=C1)(C)C)C1=CC=CC=C1